N1(N=CC=C1)C1=CC=C(CN(C2=CC(=NC=3N2N=CC3C3CC3)OC3CN(C3)C(=O)OC(C)(C)C)C(=O)OC(C)(C)C)C=C1 tert-butyl 3-((7-((4-(1H-pyrazol-1-yl)benzyl)(tert-butoxycarbonyl)amino)-3-cyclopropylpyrazolo[1,5-a]pyrimidin-5-yl)oxy)azetidine-1-carboxylate